5-Fluoro-2-(methoxymethyl)pyridin-3-amine FC=1C=C(C(=NC1)COC)N